6-(2,4-Dichloro-phenyl)-5-{4-[1-(3-fluoro-propyl)-pyrrolidin-3-yloxy]-phenyl}-8,9-dihydro-7H-benzocycloheptene ClC1=C(C=CC(=C1)Cl)C1=C(C2=C(CCC1)C=CC=C2)C2=CC=C(C=C2)OC2CN(CC2)CCCF